[Cl-].ClC(C1=NC(=NO1)C1=CC(=C(C=C1)C[NH3+])F)(F)F 1-(4-{5-[Chloro(difluoro)methyl]-1,2,4-oxadiazol-3-yl}-2-fluorophenyl)methanaminium chloride